C(#N)C(NC(=O)[C@@H]1[C@@H]2C([C@H]2CN1C([C@H](C(C)(C)C)NC(C(F)(F)F)=O)=O)(C)C)C1=CN=CC2=CC=C(C=C12)F (1S,2S,5S)-N-(cyano(6-fluoroisoquinolin-4-yl)methyl)-3-((S)-3,3-dimethyl-2-(2,2,2-trifluoroacetamido)butanoyl)-6,6-dimethyl-3-azabicyclo[3.1.0]hexane-2-carboxamide